N1C[C@H](CC1)C(=O)OC(C)C (S)-Isopropyl pyrrolidine-3-carboxylate